(R)-2-(bis(4-methoxybenzyl)amino)-4-(hexane-3-ylamino)pyridin COC1=CC=C(CN(C2=NC=CC(=C2)N[C@H](CC)CCC)CC2=CC=C(C=C2)OC)C=C1